C[C@@H]([C@@H](C)C1=C(C=CC=C1)C)OC([C@H](C)NC(=O)C1=NC=CC(=C1OC(CC)=O)OC)=O.FC(C(C)(C)NC(=O)C1=NC=CC=C1)(F)F N-(2,2,2-trifluoro-1,1-dimethyl-ethyl)pyridine-2-carboxamide [(1S,2S)-1-methyl-2-(o-tolyl)propyl](2S)-2-[(4-methoxy-3-propanoyloxy-pyridine-2-carbonyl)amino]propanoate